(S)-6-(1-amino-1,3-dihydrospiro[indene-2,4'-piperidin]-1'-yl)-3-(2,2-dioxido-1H-isothiochromen-4-yl)-1,5-dihydro-4H-pyrazolo[3,4-d]pyrimidin-4-one N[C@@H]1C2=CC=CC=C2CC12CCN(CC2)C=2NC(C1=C(N2)NN=C1C1=CS(CC2=CC=CC=C12)(=O)=O)=O